1,2,3,4,5-pentaphenyl-1'-(di-tert-butylphosphinyl)ferrocene C1(=CC=CC=C1)[C-]1C(=C(C(=C1C1=CC=CC=C1)C1=CC=CC=C1)C1=CC=CC=C1)C1=CC=CC=C1.C(C)(C)(C)P(=O)([C-]1C=CC=C1)C(C)(C)C.[Fe+2]